1-((2S,4S)-2-((6-((6-methoxy-2-methyl-1,2,3,4-tetrahydroisoquinolin-7-yl)amino)-1H-pyrazolo[3,4-d]pyrimidin-1-yl)methyl)-4-methylpyrrolidin-1-yl)ethan-1-one COC=1C=C2CCN(CC2=CC1NC1=NC=C2C(=N1)N(N=C2)C[C@H]2N(C[C@H](C2)C)C(C)=O)C